2-(3-methoxyphenyl)-6,8-diphenylimidazo[1,2-a]pyridine COC=1C=C(C=CC1)C=1N=C2N(C=C(C=C2C2=CC=CC=C2)C2=CC=CC=C2)C1